2-(2-fluorophenyl)propane-1,3-diol FC1=C(C=CC=C1)C(CO)CO